benzyl (R)-2-((tert-butoxycarbonyl)amino)-5-morpholino-5-oxopentanoate C(C)(C)(C)OC(=O)N[C@@H](C(=O)OCC1=CC=CC=C1)CCC(=O)N1CCOCC1